C1(=CC=CC2=CC=CC=C12)N(C1=CC=C(C=C1)C1=CC=C(C=C1)C1=CC=C(C=C1)C1=CC=C(C=C1)N(C1=CC=CC=C1)C1=CC=CC2=CC=CC=C12)C1=CC=CC=C1 N,N'-di-(1-naphthalenyl)-N,N'-diphenyl-[1,1':4',1'':4'',1'''-quaterphenyl]-4,4'''-diamine